C(C)OC(=O)C=1NC2=CC=C(C=C2C1S(=O)(=O)C1=CC(=CC(=C1)C)C)Cl 5-chloro-3-((3,5-dimethylphenyl)sulfonyl)-1H-indole-2-carboxylic acid ethyl ester